C1(=CC=CC=C1)NC=CNC1=CC=CC=C1 1,2-bis(phenylamino)ethylene